NCCC(CC[Si](OCC)(OCC)C)N 3-(2-aminoethyl)-aminopropylmethyldiethoxysilane